C1(CCCCC1)N1C[C@@H](CCC1)NC1=NC=NC(=C1)N1CCOCC1 (R)-N-(1-Cyclohexylpiperidin-3-yl)-6-morpholinopyrimidin-4-amine